tert-butyl (1-(5-hydroxypentyl)-6-methyl-2-oxo-5-phenylpiperidin-3-yl)carbamate OCCCCCN1C(C(CC(C1C)C1=CC=CC=C1)NC(OC(C)(C)C)=O)=O